2-acrylamidobutane C(C=C)(=O)NC(C)CC